OC1=CC(=C(C=C1)CCC1CN(C1)C(=O)N1C[C@@H]2[C@@H](OCC(N2)=O)CC1)C(F)(F)F (4aR,8aS)-6-[3-[2-[4-hydroxy-2-(trifluoromethyl)phenyl]ethyl]azetidine-1-carbonyl]-4,4a,5,7,8,8a-hexahydropyrido[4,3-b][1,4]oxazin-3-one